BrC=1C=C2C(=NC=NC2=CC1OC)N1C(CC1)C1=CC=CC=C1 6-bromo-7-methoxy-4-(2-phenylazetidin-1-yl)quinazoline